C(C1=CC=CC=C1)OC=1C(=C2C=C(C=NC2=CC1)Br)OB(O)O (6-(benzyloxy)-3-bromoquinolin-5-yl)boric acid